Methyl (S)-2-((tert-butoxycarbonyl)amino)-3-(3-methoxy-4-methylphenyl)propanoate C(C)(C)(C)OC(=O)N[C@H](C(=O)OC)CC1=CC(=C(C=C1)C)OC